C1(=CC=C(C=C1)C1=NN=CO1)C 5-(p-tolyl)-1,3,4-oxadiazole